ClC=1C=C(C=CC1)C#C\C=C/1\C(CN(CC1)C(=O)NC1=NC=CC=C1)(C)C (4E)-4-[3-(3-chlorophenyl)prop-2-yn-1-ylidene]-3,3-dimethyl-N-(pyridin-2-yl)piperidine-1-carboxamide